C(CCC=C)N(C(OC(C)(C)C)=O)C1=CC=CC=C1 tert-butyl N-(1-pent-4-enyl)-N-phenylcarbamate